ClC1=CC=C(CCN[C@H](C(=O)NC2=CC=C(C=C2)C=2N=NC=CC2)C2=CC=CC=C2)C=C1 |r| (S)- and (R)-2-((4-chlorophenethyl)amino)-2-phenyl-N-(4-(pyridazin-3-yl)phenyl)acetamide